6-((R)-1-(2-((S)-3-Aminopiperidin-1-yl)-1H-benzo[d]imidazol-1-yl)propyl)nicotinonitril-hydrochlorid Cl.N[C@@H]1CN(CCC1)C1=NC2=C(N1[C@H](CC)C1=NC=C(C#N)C=C1)C=CC=C2